{3-[(3S,4S)-4-amino-3-methyl-2-oxa-8-azaspiro[4.5]decan-8-yl]-6-{[3-chloro-2-(1H-imidazol-1-yl)pyridin-4-yl]mercapto}-5-methylpyrazin-2-yl}methanol N[C@@H]1[C@@H](OCC12CCN(CC2)C=2C(=NC(=C(N2)C)SC2=C(C(=NC=C2)N2C=NC=C2)Cl)CO)C